COC1=CC=C(C=C1)CNC(=O)C1CN(C(C1)=O)CC(C)C N-[(4-methoxyphenyl)methyl]-1-(2-methylpropyl)-5-oxopyrrolidine-3-carboxamide